Tert-butyl (3-((3,4-dichlorophenyl)carbamoyl)bicyclo[1.1.1]pentan-1-yl)carbamate ClC=1C=C(C=CC1Cl)NC(=O)C12CC(C1)(C2)NC(OC(C)(C)C)=O